FC1(CCC(CC1)NC(C(C=1C=NC=CC1C)N(C(=O)[C@@H]1NC[C@@H](C1)OC)C1=CC=C(C=C1)S(F)(F)(F)(F)F)=O)F (2R,4R)-N-[2-[(4,4-difluorocyclohexyl)amino]-1-(4-methyl-3-pyridyl)-2-oxo-ethyl]-4-methoxy-N-[4-(pentafluoro-λ6-sulfanyl)phenyl]pyrrolidine-2-carboxamide